O1C(=CC=C1)C(=O)OCC 2-Furancarboxylic acid, ethyl ester